Tert-butyl 3-(6-bromoquinazolin-4-yl)-2,5-dihydro-1H-pyrrole-1-carboxylate BrC=1C=C2C(=NC=NC2=CC1)C=1CN(CC1)C(=O)OC(C)(C)C